4-[(5-bromo-2-nitro-phenoxy)methyl]-3-fluoro-benzonitrile BrC=1C=CC(=C(OCC2=C(C=C(C#N)C=C2)F)C1)[N+](=O)[O-]